C(C)(=O)N1CCC(CC1)C=1C=CC=C2C=C(N(C12)CC1CC1)C1=NC=2C(=NC=3CCN(C(C3C2)=O)C[C@@H](CF)N)N1C (S)-2-(7-(1-Acetylpiperidin-4-yl)-1-(cyclopropylmethyl)-1H-indol-2-yl)-7-(2-amino-3-fluoropropyl)-3-methyl-3,5,6,7-tetrahydro-8H-imidazo[4,5-b][1,6]naphthyridin-8-one